5-Methyl-2-(5-morpholin-4-yl-3,4'-bipyridin-2'-yl)-N-[(1R)-1-phenylethyl]-1H-imidazole CC1=CN=C(N1[C@H](C)C1=CC=CC=C1)C1=NC=CC(=C1)C=1C=NC=C(C1)N1CCOCC1